O=C1NC(CCC1N1C(C2=CC=C(C=C2C1)N1CCN(CC1)CCCN1CCN(CC1)C1=CC=C(OC=2C3=C(SC2C2=CC=C(C=C2)F)C=C(C=C3)B(O)O)C=C1)=O)=O (3-(4-(4-(3-(4-(2-(2,6-dioxopiperidin-3-yl)-1-oxoisoindolin-5-yl)piperazin-1-yl)propyl)piperazin-1-yl)phenoxy)-2-(4-fluorophenyl)benzo[b]thiophen-6-yl)boronic acid